2-phenylethylpropionate C1(=CC=CC=C1)CCOC(CC)=O